2-((3-cyclopropyl-4-hydroxyphenyl)amino)-2-methylpropanenitrile C1(CC1)C=1C=C(C=CC1O)NC(C#N)(C)C